C(C)(C)(C)S(=O)NC(C1=C(C=CC=C1)NC(OC(C)(C)C)=O)C1=CC=C(C=C1)C(C)C tert-butyl (2-(((tert-butylsulfinyl)amino)(4-isopropylphenyl)methyl)phenyl)carbamate